(3R,4S)-4-(4-chlorophenyl)-1-(3-pyridazin-4-yl-1H-pyrazole-5-carbonyl)pyrrolidine-3-carbonitrile ClC1=CC=C(C=C1)[C@@H]1[C@H](CN(C1)C(=O)C1=CC(=NN1)C1=CN=NC=C1)C#N